N-(1-methylethyl)[1,2,4]triazolo[1,5-a]pyridine-8-carboxamide CC(C)NC(=O)C=1C=2N(C=CC1)N=CN2